ClC1=C(C(=CC=C1)F)[C@@H]1COCCCN1C1=NC(=NC(=C1)C)N |r| (+/-)-4-(3-(2-chloro-6-fluorophenyl)-1,4-oxazepan-4-yl)-6-methylpyrimidin-2-amine